N-(2-(difluoromethyl)pyridin-4-yl)-2-fluoro-8-methyl-8-(trifluoro-methyl)-7,8-dihydro-6H-pyrazolo[1,5-a]pyrrolo[2,3-e]pyrimidine-6-carboxamide FC(C1=NC=CC(=C1)NC(=O)N1CC(C2=C1C=NC=1N2N=C(C1)F)(C(F)(F)F)C)F